1-(4-hydroxy-3-methoxyphenyl)dec-1-ene OC1=C(C=C(C=C1)C=CCCCCCCCC)OC